C(C)(C)(C)OC(=O)N1CC(=CC1)C1=NC(=C(C=C1)C=C)OC.CC1=NC=CC2=CC=C(C=C12)OC1=CC=CC=C1 1-methyl-7-phenoxyl-isoquinoline tert-butyl-3-(6-methoxy-5-vinylpyridin-2-yl)-2,5-dihydro-1H-pyrrole-1-carboxylate